tert-butyl{2-[2-(5-{1-[(6,7-dimethoxy-2-methylquinazolin-4-yl)amino]ethyl}thiophen-2-yl)phenyl]ethyl}carbamate C(C)(C)(C)OC(NCCC1=C(C=CC=C1)C=1SC(=CC1)C(C)NC1=NC(=NC2=CC(=C(C=C12)OC)OC)C)=O